ClC1=NC=CC(=N1)C=1N=C2N(N=C(C(=C2)OC)N2CC(C2)(F)F)C1 (2-chloropyrimidin-4-yl)-6-(3,3-difluoroazetidin-1-yl)-7-methoxyimidazo[1,2-b]pyridazine